Cl.ClC1=CC(=C(C=C1)C(C)(C)N)F 2-(4-chloro-2-fluorophenyl)propan-2-amine hydrochloride